COC(=O)N1[C@H](CCC2=C3C(=CC=C12)N(C(=N3)CN3CC1=CC=CC=C1CC3=O)[C@H]3C[C@@H](CCC3)C(=O)O)C (1R,3R)-3-((S)-6-(methoxycarbonyl)-7-methyl-2-((3-oxo-3,4-dihydroisoquinolin-2(1H)-yl)methyl)-6,7,8,9-tetrahydro-3H-imidazo[4,5-f]quinolin-3-yl)cyclohexane-1-carboxylic acid